N1=C(C=CC=2CCCNC12)CCC1CC(C1)=O 3-[2-(5,6,7,8-tetrahydro-1,8-naphthyridin-2-yl)ethyl]cyclobutanone